3'-((8-chloro-[1,2,4]triazolo[4,3-a]quinazolin-5-yl)(methyl)amino)-[1,1'-biphenyl]-4-sulfonamide ClC1=CC=C2C(=NC=3N(C2=C1)C=NN3)N(C=3C=C(C=CC3)C3=CC=C(C=C3)S(=O)(=O)N)C